2-(((3R,7aR)-3-(((tert-butyldimethylsilyl)oxy)methyl)tetrahydro-1H-pyrrolizin-7a(5H)-yl)methoxy)-7-chloro-N-((1-(dimethylamino)cyclobutyl)methyl)-8-fluoropyrido[4,3-d]pyrimidin-4-amine [Si](C)(C)(C(C)(C)C)OC[C@H]1CC[C@]2(CCCN12)COC=1N=C(C2=C(N1)C(=C(N=C2)Cl)F)NCC2(CCC2)N(C)C